N-(4-bromophenyl)-N-methyl-3-oxobutanamide BrC1=CC=C(C=C1)N(C(CC(C)=O)=O)C